C(#N)C=1C=NC2=CC(=C(C=C2C1N1CC(C1)CCNS(=O)(=O)NC(OC(C)(C)C)=O)OC)OC tert-butyl N-(2-(1-(3-cyano-6,7-dimethoxyquinolin-4-yl)azetidin-3-yl)ethyl)sulfamoylcarbamate